ClC1=C(C=C(C=C1)CN)C(F)(F)F [4-chloro-3-(trifluoromethyl)phenyl]methanamine